ClC1=CC=C(C=C1)[C@H]1CC[C@H]2N(CCN(C2)C(=O)C2=C(C=CC=C2)Cl)C1 [(7R,9aR)-7-(4-chlorophenyl)-1,3,4,6,7,8,9,9a-octahydropyrido[1,2-a]pyrazin-2-yl]-(2-chlorophenyl)methanone